sodium pyroglutamate N1[C@@H](CCC1=O)C(=O)[O-].[Na+]